C(C)OC(=O)C=1C(=NC2=C(C=CC=C2C1)C)C 2,8-Dimethylquinoline-3-carboxylic acid ethyl ester